1,3-dihydro-2H-imidazo[4,5-b]pyridin-2-one hydrochloride Cl.N1C(NC2=NC=CC=C21)=O